N[C@@H](C(=O)O)CC1=CC(NC=C1)=O (R)-2-amino-3-(2-oxo-1,2-dihydropyridin-4-yl)propanoic acid